[C@@H]1(NCCC2=CC=CC=C12)C(=O)O (S)-1,2,3,4-tetrahydroisoquinoline-1-carboxylic acid